4-(3-(1-methyl-1H-pyrazol-3-yl)phenyl)thiazol-2-amine CN1N=C(C=C1)C=1C=C(C=CC1)C=1N=C(SC1)N